The molecule is a linear amino trisaccharide consisting of an N-acetyl-beta-D-glucosamine residue linked (1->6) to a beta-D-galactose residue which is itself linked (1->4) to another N-acetyl-beta-D-glucosamine residue at the reducing end. It has a role as an epitope. It is an amino trisaccharide and a glucosamine oligosaccharide. CC(=O)N[C@@H]1[C@H]([C@@H]([C@H](O[C@H]1O)CO)O[C@H]2[C@@H]([C@H]([C@H]([C@H](O2)CO[C@H]3[C@@H]([C@H]([C@@H]([C@H](O3)CO)O)O)NC(=O)C)O)O)O)O